NC1=CC(=C(OC=2C=C3CC4(CC4)C(NC3=CC2)=O)C(=C1)Cl)Cl 6-(4-amino-2,6-dichloro-phenoxy)spiro[1,4-dihydroquinoline-3,1'-cyclopropane]-2-one